3-[4-[4-[[Tert-butyl-(dimethyl)silyl]oxymethyl]cyclohexyl]-3-methyl-2-oxo-benzimidazol-1-yl]piperidine-2,6-dione C(C)(C)(C)[Si](OCC1CCC(CC1)C1=CC=CC=2N(C(N(C21)C)=O)C2C(NC(CC2)=O)=O)(C)C